N[C@@H]1CN(CC1)C1=C(C=CC(=N1)N1CC=2C(=NC=CC2C1=O)C1=C(C=CC=C1OC)F)C=1C=NN(C1)C 2-(6-((S)-3-Aminopyrrolidin-1-yl)-5-(1-methyl-1H-pyrazol-4-yl)pyridin-2-yl)-4-(2-fluoro-6-methoxyphenyl)-2,3-dihydro-1H-pyrrolo[3,4-c]pyridin-1-one